C1(=CC=CC2=CC=CC=C12)S(=O)(=O)N1CCC=2C1=CN=CC2C2=CC=C(C#N)C=C2 4-(1-(Naphthalen-1-ylsulfonyl)-2,3-dihydro-1H-pyrrolo[2,3-c]pyridin-4-yl)benzonitrile